N1C=NC(=C1)CSC1=C(C=CC=C1)C=1C=NC=CC1 3-(2-(((1H-imidazol-4-yl)methyl)thio)phenyl)pyridine